C(C)(C)(C)C(=O)O.NC1=NC=CC=C1NC1CCNCCC1 4-((2-aminopyridin-3-yl)amino)azepane 1-tert-butyl-formate